C1NCC12CC(C2)N2CCC(CC2)C=2C=NC(=NC2)N2C1CN(CC2CC1)C=1C=C(N=NC1N)C1=C(C=CC=C1)O 2-(5-(8-(5-(1-(2-azaspiro[3.3]heptan-6-yl)piperidin-4-yl)pyrimidin-2-yl)-3,8-diazabicyclo[3.2.1]octan-3-yl)-6-aminopyridazin-3-yl)phenol